6-(3-((tert-butyldimethylsilyl)oxy)-2-fluorophenyl)-8-((2-fluorophenyl)thio)-2-(furan-2-ylmethyl)imidazo[1,2-a]pyrazin-3(7H)-one [Si](C)(C)(C(C)(C)C)OC=1C(=C(C=CC1)C=1NC(=C2N(C1)C(C(=N2)CC=2OC=CC2)=O)SC2=C(C=CC=C2)F)F